1-trityl-aziridine-2-carboxamide C(C1=CC=CC=C1)(C1=CC=CC=C1)(C1=CC=CC=C1)N1C(C1)C(=O)N